CC1=C(C=CC=C1C=1C(=NC=C(C1)C=O)C(=O)N)C1=C(C(=CC=C1)C=1C(=NC=C(C1)C=O)C(=O)N)C (2,2'-dimethyl-[1,1'-biphenyl]-3,3'-diyl)bis(5-formyl-2-picolinamide)